N-(5-bromo-2-chloropyridin-3-yl)-6-methylpyrimidine-4-carboxamide BrC=1C=C(C(=NC1)Cl)NC(=O)C1=NC=NC(=C1)C